Cl.C(C1=CC=CC=C1)NO N-benzyl-hydroxylamine hydrochloride